N-(5-methyl-2-(5-phenyl-1,4-diazepan-1-yl)pyrimidin-4-yl)-1H-indazol-5-amine CC=1C(=NC(=NC1)N1CCNC(CC1)C1=CC=CC=C1)NC=1C=C2C=NNC2=CC1